CC=1C=C(CN)C=C(C1)C 3,5-dimethylbenzylamine